(S)-1-(1-(3-Chlorophenyl)-2-(dimethylamino)ethyl)-4-(4-fluoro-5-morpholino-1H-pyrrolo[2,3-b]pyridin-3-yl)pyridin-2(1H)-one ClC=1C=C(C=CC1)[C@@H](CN(C)C)N1C(C=C(C=C1)C1=CNC2=NC=C(C(=C21)F)N2CCOCC2)=O